1-[2-chloro-6-(ethylamino)pyrimidin-4-yl]-3-methyl-N-[(methylcarbamothioyl)amino]cyclobutane-1-carboxamide ClC1=NC(=CC(=N1)C1(CC(C1)C)C(=O)NNC(NC)=S)NCC